2-Iodo-1-(methoxymethoxy)-3-methyl-5-(trifluoromethoxy)benzene IC1=C(C=C(C=C1C)OC(F)(F)F)OCOC